COC=1C=CC=C2OC=3CCCCC3C(C12)=O 8-methoxy-1,2,3,4-tetrahydro-9H-xanthen-9-one